CS(=O)(=O)OC[C@H](CC=1C=NN(C(C1C)=O)C1OCCCC1)C [(2S)-2-methyl-3-(5-methyl-6-oxo-1-tetrahydropyran-2-yl-pyridazin-4-yl)propyl] methanesulfonate